(4-nitrophenyl) [trans-(2SR,3SR)-3-(2-pyridyldisulfanyl)tetralin-2-yl] carbonate C(OC1=CC=C(C=C1)[N+](=O)[O-])(O[C@H]1CC2=CC=CC=C2C[C@@H]1SSC1=NC=CC=C1)=O |r|